N-methyl-N-(piperidin-4-yl)-2-(tetrazolo[1,5-a]pyridin-7-yl)quinolin-6-amine CN(C=1C=C2C=CC(=NC2=CC1)C1=CC=2N(C=C1)N=NN2)C2CCNCC2